CC12CCN(CC2O1)C(=O)OC(C)(C)C tert-butyl 6-methyl-7-oxa-3-azabicyclo[4.1.0]heptane-3-carboxylate